BrC=1C=C(C=CC1F)NC(CCC)=O N-(3-bromo-4-fluorophenyl)butyramide